FC1=C(C(=CC=C1)F)S(=O)(=O)N1CCN(CC1)C=1SC=C(N1)C(=O)O [4-(2,6-difluorobenzenesulfonyl)-1-piperazinyl]Thiazole-4-carboxylic acid